2-cyclopropyl-6-[4-[4-(1-ethyl-2-oxo-4-pyridyl)-1-methyl-6-oxo-3-pyridyl]pyrazol-1-yl]benzonitrile C1(CC1)C1=C(C#N)C(=CC=C1)N1N=CC(=C1)C1=CN(C(C=C1C1=CC(N(C=C1)CC)=O)=O)C